2-bromophenylborate-pinacol OC(C)(C)C(C)(C)O.BrC1=C(C=CC=C1)OB(O)O